CC1CN(CC(O1)C)S(=O)(=O)N 2,6-dimethylmorpholine-4-sulfonamide